The molecule is conjugate base of CDP-ethanolamine arising from deprotonation of the phosphate OH groups and protonation of the amino group; major species at pH 7.3. It has a role as a human metabolite and a Saccharomyces cerevisiae metabolite. It is a conjugate base of a CDP-ethanolamine. C1=CN(C(=O)N=C1N)[C@H]2[C@@H]([C@@H]([C@H](O2)COP(=O)([O-])OP(=O)([O-])OCC[NH3+])O)O